(R)-2-(3-((6-(3-(2-ethoxyphenoxy)piperidin-1-yl)pyrazin-2-yl)amino)phenyl)-2-methylpropanoic acid C(C)OC1=C(O[C@H]2CN(CCC2)C2=CN=CC(=N2)NC=2C=C(C=CC2)C(C(=O)O)(C)C)C=CC=C1